C1(CCCC1)N1N=C(C=C1C1=C(C=CC=C1)C(F)(F)F)C(=O)N[C@H](CC(=O)N(C=1SC=CN1)C)CCN1N=CC(=C1)C (3S)-3-({1-cyclopentyl-5-[2-(trifluoromethyl)phenyl]-1H-pyrazol-3-yl}formamido)-N-methyl-5-(4-methyl-1H-pyrazol-1-yl)-N-(1,3-thiazol-2-yl)pentanamide